2-[2-(2,2,2-trifluoroethoxy)ethoxy]ethoxymethylbenzene FC(COCCOCCOCC1=CC=CC=C1)(F)F